N1=CN=CC(=C1)CNC(N)=O 3-(pyrimidin-5-ylmethyl)urea